N-(4-chloroquinolin-8-yl)-5-((5-(diethylamino)pentan-2-yl)amino)pyrazine-2-carboxamide ClC1=CC=NC2=C(C=CC=C12)NC(=O)C1=NC=C(N=C1)NC(C)CCCN(CC)CC